Tert-butyl 2-(5-((dibenzo[b,d]furan-2-ylmethyl)amino)-2-(4-(oxetan-3-yloxy) phenyl)-6-oxopyrimidin-1(6H)-yl)acetate C1=C(C=CC=2OC3=C(C21)C=CC=C3)CNC3=CN=C(N(C3=O)CC(=O)OC(C)(C)C)C3=CC=C(C=C3)OC3COC3